OC=1C=C(C=C(C1O)[O-])[C@H]1OC2=CC(=CC(=C2C([C@@H]1O)=O)O)[O-].[NH2+]1CCCCC1.[NH2+]1CCCCC1 piperidin-1-ium (2R,3R)-2-(3,4-dihydroxy-5-oxidophenyl)-3,5-dihydroxy-4-oxochroman-7-olate